((2-(((S)-3-ethyl-1-oxo-1-((S)-2-((R)-2-phenylmorpholine-4-carbonyl)pyrrolidin-1-yl)pentan-2-yl)carbamoyl)benzo[b]thiophen-5-yl)difluoromethyl)phosphonic acid C(C)C([C@@H](C(N1[C@@H](CCC1)C(=O)N1C[C@H](OCC1)C1=CC=CC=C1)=O)NC(=O)C1=CC2=C(S1)C=CC(=C2)C(F)(F)P(O)(O)=O)CC